difluoro-ethyl acetoacetate C(CC(=O)C)(=O)OCC(F)F